Trans-beta-ocimene CC(=CC/C=C(\C)/C=C)C